C1(=CCCC1)C=1C2=C(C=NC1C)N=C(N2CC2=C(C=C(C=C2F)[S@](=O)(C)=N)F)C (R)-(4-((7-(cyclopent-1-en-1-yl)-2,6-dimethyl-1H-imidazo[4,5-c]pyridin-1-yl)methyl)-3,5-difluorophenyl)(imino)(methyl)-λ6-sulfanone